4-chlorobenzofuran-3(2H)-one ClC1=CC=CC2=C1C(CO2)=O